1-(pyrrolidin-2-ylmethyl)-1H-pyrazole N1C(CCC1)CN1N=CC=C1